C(CC[C@@H](C(=O)O)NC(=O)C1=CC=C(NCC2=CN=C3N=C(N)NC(=O)C3=N2)C=C1)(=O)O.NCC(=O)O.NCC(=O)O.NCC(=O)O triglycine (folate)